tert-butyl 5-oxoazepane-1,4-dicarboxylate O=C1C(CCN(CC1)C(=O)OC(C)(C)C)C(=O)[O-]